6-chloro-5-cyano-4-[[3-[(3R)-3-hydroxybutyl]-1-methyl-2-oxo-benzimidazol-5-yl]amino]pyridine-2-carboxylic acid ethyl ester C(C)OC(=O)C1=NC(=C(C(=C1)NC1=CC2=C(N(C(N2CC[C@@H](C)O)=O)C)C=C1)C#N)Cl